(E)-N'-(3,5-dimethoxybenzylidene)-2-(4-methoxyphenyl)pyrimidine-4-carbohydrazide COC=1C=C(\C=N\NC(=O)C2=NC(=NC=C2)C2=CC=C(C=C2)OC)C=C(C1)OC